6,9,12,15-hexadecatetraenoic acid C(CCCCC=CCC=CCC=CCC=C)(=O)O